C(C)(C)(C)OC(=O)N1CCN(CC1)C1=NC(=NC2=C(C(=C(C=C12)OC)Br)OC1CC1)Cl 4-(7-bromo-2-chloro-8-cyclopropyloxy-6-methoxyquinazolin-4-yl)piperazine-1-carboxylic acid tert-butyl ester